di(3-methyl-3-pentenyl)bicyclo[2.2.1]hept-5-ene-2,3-dicarboxylic acid CC(CCC1=C(C2C(C(C1C2)C(=O)O)C(=O)O)CCC(=CC)C)=CC